5-[4-(phenylthio)phenyl]-dibenzothiophenium C1(=CC=CC=C1)SC1=CC=C(C=C1)[S+]1C2=C(C3=C1C=CC=C3)C=CC=C2